Methyl-4-amino-3,5-difluorobenzoate COC(C1=CC(=C(C(=C1)F)N)F)=O